2-(1-(2-(5-isopropoxy-1H-indazol-3-yl)-5-methylpyrimidin-4-yl)-1H-pyrazol-4-yl)ethane-1-ol C(C)(C)OC=1C=C2C(=NNC2=CC1)C1=NC=C(C(=N1)N1N=CC(=C1)CCO)C